CC1=NC(=CC=C1N)N1CCC(CC1)CCC 2-methyl-6-(4-propylpiperidin-1-yl)pyridin-3-amine